C1(CCCC1)C1=C(C=NC=2N1N=CC2)NC(=O)NC=2C=NC(=C(C2)F)C2=NOC(=N2)CCCCCC(=O)N2CCN(CC2)C=2C=C1CN(C(C1=CC2)=O)C2C(NC(CC2)=O)=O 1-(7-cyclopentylpyrazolo[1,5-a]pyrimidin-6-yl)-3-[6-[5-[6-[4-[2-(2,6-dioxo-3-piperidyl)-1-oxo-isoindolin-5-yl]piperazin-1-yl]-6-oxo-hexyl]-1,2,4-oxadiazol-3-yl]-5-fluoro-3-pyridyl]urea